CN1CCC2(CCN(CC2)C2=CC=C(C=C2)NC2=NC=NC(=C2)N2OCC[C@@H]2C2=CC=CC=C2)CC1 (R)-N-(4-(9-methyl-3,9-diazaspiro[5.5]undecan-3-yl)phenyl)-6-(3-phenylisoxazolidin-2-yl)pyrimidin-4-amine